C(#C)C1=CC(=NC=C1C#N)C1=CC=C(C=C1)F 4-ethynyl-6-(4-fluorophenyl)nicotinonitrile